Br[C@H]1[C@@H]2N(C([C@H]1CC2=C(F)F)=O)CC2=CC=C(C=C2)OC (1R,4R,7R)-7-Bromo-6-(difluoromethylen)-2-(4-methoxybenzyl)-2-azabicyclo[2.2.1]heptan-3-one